2-amino-1-(2-(3,4-difluorophenyl)-8,8-dimethyl-3-((6-(trifluoromethyl)pyridin-2-yl)amino)-5,6-dihydroimidazo[1,2-a]pyrazin-7(8H)-yl)ethan-1-one NCC(=O)N1C(C=2N(CC1)C(=C(N2)C2=CC(=C(C=C2)F)F)NC2=NC(=CC=C2)C(F)(F)F)(C)C